3H-cyclopenta[a]phenanthrene-17-carboxylic acid C1=CCC=C2C=CC3=C4C=CC(=C4C=CC3=C12)C(=O)O